FC=1C=C(C=CC1)C1=CC(=CC=C1)C[C@@H]1N(CC[C@@H]1NC(C(=O)N(C)C)=O)C(=O)C1(CC1)OC N~2~-[(2S,3S)-2-[(3'-fluoro[1,1'-biphenyl]-3-yl)methyl]-1-(1-methoxycyclopropane-1-carbonyl)pyrrolidin-3-yl]-N~1~,N~1~-dimethylethanediamide